(R,Z)-3-((5-(tert-butyl)-3-isopropyl-2-methyl-7-(methylthio)-1,1-dioxido-2,3,4,5-tetrahydrobenzo[f][1,2,5]thiadiazepin-8-yl)oxy)-2-fluoroacrylic acid C(C)(C)(C)N1C[C@H](N(S(C2=C1C=C(C(=C2)O\C=C(\C(=O)O)/F)SC)(=O)=O)C)C(C)C